N-methyl-8-(4-(trifluoromethyl)cyclohex-1-en-1-yl)quinoline-3-sulfonamide CNS(=O)(=O)C=1C=NC2=C(C=CC=C2C1)C1=CCC(CC1)C(F)(F)F